FC=1C=C(C=CC1F)[C@@H](C1=CC=C(C#N)C=C1)OC1=C(C=C2C(CCOC2=C1C)=O)F (R,S)-4-((3,4-Difluorophenyl)((6-fluoro-8-methyl-4-oxochroman-7-yl)oxy)methyl)benzonitrile